Methyl (Z)-1-(4-amino-2-fluorobut-2-en-1-yl)-2-methyl-4-(4-(morpholinosulfonyl)phenyl)-1H-Benzo[d]imidazole-6-carboxylate hydrochloride Cl.NC\C=C(\CN1C(=NC2=C1C=C(C=C2C2=CC=C(C=C2)S(=O)(=O)N2CCOCC2)C(=O)OC)C)/F